N-(2-fluorophenyl)-2-(3-methyl-[1,2,4]triazolo[4,3-a]pyridin-6-yl)-6-(4-methylpiperazin-1-yl)imidazo[1,2-a]pyrazin-3-amine FC1=C(C=CC=C1)NC1=C(N=C2N1C=C(N=C2)N2CCN(CC2)C)C=2C=CC=1N(C2)C(=NN1)C